N1=CC=C(C2=CC=NC=C12)C1NCCC12CCNCC2 (1,7-naphthyridin-4-yl)-2,8-diazaspiro[4.5]decane